(S)-1-(2,2-dihydroxyethyl)-5-(1-(4-fluorophenyl)ethylcarbamoyl)-3-methoxy-4-oxo-1,4-dihydropyridine-2-carboxylic acid methyl ester COC(=O)C=1N(C=C(C(C1OC)=O)C(N[C@@H](C)C1=CC=C(C=C1)F)=O)CC(O)O